CN(C)CCCCCCCCCCCC.C(C1=CC=CC=C1)(=O)C1=CC=CC=C1 benzophenone compound with N,N-dimethyldodecylamine